CC(C(=O)N1N=CC2=CC3=C(C=C12)N(C(=C3I)C(C)C)CCC(=O)OCCCC)(C)C butyl 3-[1-(2,2-dimethylpropanoyl)-5-iodo-6-isopropyl-pyrrolo[3,2-f]indazol-7-yl]propanoate